(2S,3s)-N-(4-(chlorodifluoromethoxy)phenyl)-2-(hydroxymethyl)-3-methyl-5-(1H-pyrazol-5-yl)-2,3-dihydrobenzo[4,5]imidazo[2,1-b]oxazole-7-carboxamide ClC(OC1=CC=C(C=C1)NC(=O)C=1C=C(C2=C(N=C3O[C@@H]([C@@H](N32)C)CO)C1)C1=CC=NN1)(F)F